C(C=C)OC(NC[C@@H](CC1=COC2=C1C=CC=C2)N)=O allyl-N-[(R)-2-amino-3-(benzofuran-3-yl)propyl]carbamate